C1(CCC1)CN1C(N(CC12CCC(CC2)(C2=CC=CC=C2)N(C)CC(C)C)CC2=CC=C(C=C2)OC)=O 1-(cyclobutylmethyl)-8-(isobutyl(methyl)amino)-3-(4-methoxybenzyl)-8-phenyl-1,3-diazaspiro[4.5]decan-2-one